C12(CC(C1)C2)C(=O)ON2C(C1=C(C(=C(C(=C1C2=O)Cl)Cl)Cl)Cl)=O 4,5,6,7-tetrachloro-1,3-dioxoisoindol-2-yl bicyclo[1.1.1]pentane-1-carboxylate